ClC=1C=C(C=NC1N1N=CC=N1)NC(=O)C1=NOC(=C1C)C1=C2C=CC=NC2=CC=C1 N-(5-chloro-6-(2H-1,2,3-triazol-2-yl)pyridin-3-yl)-4-methyl-5-(quinolin-5-yl)isoxazole-3-carboxamide